N-(1-(hydroxymethyl)-2-(2-methylpyridin-4-yl)-1H-pyrrolo[3,2-c]pyridin-6-yl)cyclopropanecarboxamide OCN1C(=CC=2C=NC(=CC21)NC(=O)C2CC2)C2=CC(=NC=C2)C